N1=CC=C(C2=CC=CC=C12)C(C)=O 1-(4-quinolinyl)ethanone